methyl 1-[[2-[[4-[4-[tert-butoxycarbonyl(cyclopropyl)amino]-1-piperidyl]-2-methyl-indazole-7-carbonyl]amino]-6-methyl-imidazo[1,2-a]pyrazin-8-yl]methyl]imidazole-4-carboxylate C(C)(C)(C)OC(=O)N(C1CCN(CC1)C=1C2=CN(N=C2C(=CC1)C(=O)NC=1N=C2N(C=C(N=C2CN2C=NC(=C2)C(=O)OC)C)C1)C)C1CC1